3-(1-(3-bromophenyl)-3-(trifluoromethoxy)cyclobutyl)-4-methyl-4H-1,2,4-triazole BrC=1C=C(C=CC1)C1(CC(C1)OC(F)(F)F)C1=NN=CN1C